FC1CN(C1)CCN1C(NC2=NC=C(C=C21)C2=C(C=CC(=C2)C(F)(F)F)C)=O 1-[2-(3-fluoroazetidin-1-yl)ethyl]-6-[2-methyl-5-(trifluoromethyl)phenyl]-3H-imidazo[4,5-b]pyridin-2-one